C(C#C)OCCON O-(2-(prop-2-yn-1-yloxy)ethyl)hydroxylamine